Benzonorbornene-2,3-dicarboxylic acid Nickel [Ni].C12C3=C(C(CC1C(=O)O)C2C(=O)O)C=CC=C3